S(CCCCCCSCC(S)S)CC(S)S hexamethylenedithiodiethanedithiol